1-ethoxy-3,3,4-trimethylpent-4-en-2-one C(C)OCC(C(C(=C)C)(C)C)=O